4-chlorophenyl-2-ethoxyethanol ClC1=CC=C(C=C1)C(COCC)O